2-[(4-chlorophenyl)methyl]-2-azaspiro[3.3]heptan-6-yl (2R)-4-(5-cyanopyrimidin-2-yl)-2-methylpiperazine-1-carboxylate C(#N)C=1C=NC(=NC1)N1C[C@H](N(CC1)C(=O)OC1CC2(CN(C2)CC2=CC=C(C=C2)Cl)C1)C